N-((2-(6-((cis)-2,6-dimethylmorpholino)pyridin-2-yl)-1,6-naphthyridin-7-yl)methyl)-3,4-dihydro-2H-benzo[e][1,2]thiazine-7-carboxamide 1,1-dioxide C[C@@H]1O[C@@H](CN(C1)C1=CC=CC(=N1)C1=NC2=CC(=NC=C2C=C1)CNC(=O)C1=CC2=C(CCNS2(=O)=O)C=C1)C